di-tert-butyl 1-(4,4,4-trifluoro-1-oxobutan-2-yl)hydrazine-1,2-dicarboxylate FC(CC(C=O)N(NC(=O)OC(C)(C)C)C(=O)OC(C)(C)C)(F)F